COC(=O)N1CC=2NC(=NC2C1)C1=NNC2=CC=C(C=C12)OC(C)C1=C(C=NC=C1Cl)Cl 2-(5-(1-(3,5-dichloropyridin-4-yl)ethoxy)-1H-indazol-3-yl)-4,6-dihydropyrrolo[3,4-d]imidazole-5(1H)-carboxylic acid methyl ester